13-methyl-14-oxotetradeca-5,8,11-trienoate CC(C=CCC=CCC=CCCCC(=O)[O-])C=O